O1C[C@H](CC1)N1C2=NC(=NC=C2N=C1NC1=C(C=C(C=C1F)F)F)N[C@@H]1CC[C@H](CC1)O trans-4-[[9-[(3s)-Tetrahydro-3-furanyl]-8-[(2,4,6-trifluorophenyl)amino]-9H-purin-2-yl]amino]cyclohexanol